N-(4-(4-amino-7-methyl-5-(4-(pyrrolidine-1-carbonyl)phenyl)-7H-pyrrolo[2,3-d]pyrimidin-6-yl)-2-fluorophenyl)acrylamide NC=1C2=C(N=CN1)N(C(=C2C2=CC=C(C=C2)C(=O)N2CCCC2)C2=CC(=C(C=C2)NC(C=C)=O)F)C